2-(2,6-Dioxopiperidin-3-yl)-5-(4-hydroxypiperidin-4-yl)isoindoline-1,3-dione hydrochloride Cl.O=C1NC(CCC1N1C(C2=CC=C(C=C2C1=O)C1(CCNCC1)O)=O)=O